N-((1r,4r)-4-((2-Hydroxy-2-(trifluoromethyl)butyl)amino)cyclohexyl)-5,6-dihydrobenzo[f]imidazo[1,5-d][1,4]oxazepine-10-carboxamide OC(CNC1CCC(CC1)NC(=O)C=1C=CC2=C(C=3N(CCO2)C=NC3)C1)(CC)C(F)(F)F